ClC=1C(=C(C=CC1)C(C(=O)N1CC2=C(CCC1)N=C(NC2=O)C2(CC2)C=2SC=C(C2)C(C)C)(F)F)F 6-(2-(3-chloro-2-fluorophenyl)-2,2-difluoroacetyl)-2-(1-(4-isopropylthiophen-2-yl)cyclopropyl)-3,5,6,7,8,9-hexahydro-4H-pyrimido[5,4-c]azepin-4-one